CC1=NN(C=C1C#CC(C)(N1CCCC1)C)C(=O)OC1=CC=C(C=C1)[N+](=O)[O-] 4-nitrophenyl 3-methyl-4-(3-methyl-3-(pyrrolidin-1-yl) but-1-yn-1-yl)-1H-pyrazole-1-carboxylate